C(C)(C)(C)OC(N(CC=1SC=CC1)C1=C2C(=NC(=C1)Cl)C(=C(S2)C(C[N+](=O)[O-])=O)Br)=O (3-bromo-5-chloro-2-(2-nitroacetyl)thieno[3,2-b]pyridin-7-yl)(thiophen-2-ylmethyl)carbamic acid tert-butyl ester